Tert-butyl ((1s,4s)-4-(hydroxymethyl)cyclohexyl)(methyl)carbamate OCC1CCC(CC1)N(C(OC(C)(C)C)=O)C